2-methyl-1,4-bistrifluorovinyloxybenzene CC1=C(C=CC(=C1)OC(=C(F)F)F)OC(=C(F)F)F